OP(O)OP(O)O.C(CCCCCCCCCCC)C(O)(C(CO)(CO)CO)CCCCCCCCCCCC dilauryl-pentaerythritol diphosphite